COC1=NC=C(C(=N1)OC)C=1C=C(C=2N(N1)C=CN2)[C@@H]2[C@H](C2)COC 6-(2,4-dimethoxypyrimidin-5-yl)-8-((1S,2S)-2-(methoxymethyl)cyclopropyl)imidazo[1,2-b]pyridazine